FC1C(N(C2=C(O1)C=CC(=C2)C(=O)NC2=NC(=CC=C2)C2=NN=CN2C(C)C)C(C)C)=O fluoro-4-isopropyl-N-(6-(4-isopropyl-4H-1,2,4-triazol-3-yl)pyridin-2-yl)-3-oxo-3,4-dihydro-2H-benzo[b][1,4]oxazine-6-carboxamide